CN1C=CC=2C1=NC=CC2C2=NC=C(C1=C2CNC1=O)NC1=NC(=CC=C1)C1CN(C1)C 4-(1-methyl-1H-pyrrolo[2,3-b]pyridin-4-yl)-7-((6-(1-methylazetidin-3-yl)pyridin-2-yl)amino)-2,3-dihydro-1H-pyrrolo[3,4-c]pyridin-1-one